N-(9-((1S,3R,4S)-4-hydroxy-3-(hydroxymethyl)-2-methylenecyclopentyl)-9H-purin-6-yl)benzamide O[C@@H]1[C@H](C([C@H](C1)N1C2=NC=NC(=C2N=C1)NC(C1=CC=CC=C1)=O)=C)CO